6-amino-3-bromo-2-fluoro-benzoic acid NC1=CC=C(C(=C1C(=O)O)F)Br